FC1=C(C=CC(=C1F)OC)C1=CN=C(N1C)C(=O)NC1=CC(=C(C=C1)C(NCCOCCN(C)C)=O)CC 5-(2,3-difluoro-4-methoxyphenyl)-N-(4-((2-(2-(dimethylamino)ethoxy)ethyl)carbamoyl)-3-ethylphenyl)-1-methyl-1H-imidazole-2-carboxamide